13Z-Eicosaenoic acid C(C=CCCCCCCCCCCCCCCCCC)(=O)O